4-((3-cyclobutyl-3-oxopropyl) thio)butanoate C1(CCC1)C(CCSCCCC(=O)[O-])=O